C1(=CC=CC=C1)N(C1=CC=CC=C1)C=CC1=CC=CC=C1 (N,N-Diphenylamino)styrene